Cl.CC=1C(=C(C=C(C1)C(F)(F)F)O)C=1N=NC(=CC1)NC[C@](C(F)(F)F)(C)O (S)-3-Methyl-2-(6-((3,3,3-trifluoro-2-hydroxy-2-methylpropyl)amino)pyridazin-3-yl)-5-(trifluoromethyl)phenol HCl